CCCCCC(=O)OC[C@@H]1[C@@H]([C@@H]([C@H]([C@@H](O1)O[C@H]2CC[C@@]3([C@H]4CC[C@]5([C@H]([C@@H]4CC=C3C2)CC[C@@H]5[C@H](C)CCCC(C)C)C)C)O)O)O The molecule is a cholesteryl 6-O-acyl-beta-D-galactoside having hexanoyl as the 6-O-acyl group. It is a cholesteryl 6-O-acyl-beta-D-galactoside and a hexanoate ester.